NC1=C(C=C2C(=N1)C=C(N2)CN2C(=CC=CC2=O)C(=O)N(C)C2=CC=C(C=C2)F)C(=C)C 1-((5-amino-6-(prop-1-en-2-yl)-1H-pyrrolo[3,2-b]pyridin-2-yl)methyl)-N-(4-fluorophenyl)-N-methyl-6-oxo-1,6-dihydropyridine-2-carboxamide